Methyl (R)-6-(4-(3-(3,6-dibromo-9H-carbazol-9-yl)-2-hydroxypropyl)piperazin-1-yl)-6-oxohexanoate BrC=1C=CC=2N(C3=CC=C(C=C3C2C1)Br)C[C@@H](CN1CCN(CC1)C(CCCCC(=O)OC)=O)O